N1=CN=C(C2=CC=C3C(=C12)C=NN3)N 7H-pyrazolo[3,4-h]quinazolin-4-amine